tridecyl-fluorooctyl-trimethoxysilane tert-butyl-(1-(3-(5-formylthiophen-2-yl)phenyl)cyclopropyl)carbamate C(C)(C)(C)N(C(O)=O)C1(CC1)C1=CC(=CC=C1)C=1SC(=CC1)C=O.C(CCCCCCCCCCCC)CO[Si](OC)(OC)CCCCCCCCF